1-n-butyl-3-methylimidazole dicyanoammonium salt C(#N)[NH2+]C#N.C(CCC)N1CN(C=C1)C